(R)-4-(3-(3-(methylamino)pyrrolidine-1-carbonyl)-1-(p-tolyl)-1H-pyrazol-5-yl)benzonitrile CN[C@H]1CN(CC1)C(=O)C1=NN(C(=C1)C1=CC=C(C#N)C=C1)C1=CC=C(C=C1)C